N1C(CCC2=CC=CC=C12)C1=CC=C(C=C1)S(=O)(=O)N 4-(1,2,3,4-Tetrahydroquinolin-2-yl)benzenesulfonamide